C12(CC1)CC1=C(N=C(S1)CO)CC2 (5,7-dihydro-4H-spiro[benzo[d]thiazole-6,1'-cyclopropan]-2-yl)methanol